(S)-10-((5-Chloropyrimidin-4-yl)amino)-2-cyclopropyl-3,3-difluoro-7-methyl-1,2,3,4-tetrahydro-[1,4]oxazepino[2,3-c]chinolin-6(7H)-on ClC=1C(=NC=NC1)NC1=CC=2C3=C(C(N(C2C=C1)C)=O)OCC([C@@H](N3)C3CC3)(F)F